CN1C2=C(C=C(C1=O)C(=O)OCC)[C@@H](CC2)C Ethyl (5R)-1,5-dimethyl-2-oxo-6,7-dihydro-5H-cyclopenta[b]pyridine-3-carboxylate